tert-Butyl 4-[3-[[(1R)-1-(1-naphthyl)ethyl]carbamoyl]phenyl]piperidine-1-carboxylate C1(=CC=CC2=CC=CC=C12)[C@@H](C)NC(=O)C=1C=C(C=CC1)C1CCN(CC1)C(=O)OC(C)(C)C